C(C)(C)(C)N(C(O)=O)CCC1=CC(=CC=C1)NC1=NC(=C(N=C1C(N)=O)C)Cl.BrC1=CC=C(C=C1)C1NC(C2=CC=CC=C12)=O 3-(4-bromophenyl)isoindolin-1-one tert-butyl-(3-((3-carbamoyl-6-chloro-5-methylpyrazin-2-yl)amino)phenethyl)carbamate